BrCC=1C(=NC=CC1)[N+]#[C-] 3-(bromomethyl)-2-isocyanopyridine